4-(3,3-dimethylpiperazin-1-yl)-N-(2-methylimidazo[1,2-a]pyrimidin-6-yl)-2,3-dihydro-1H-pyrrolo[2,3-b]pyridine-1-carboxamide 2,2,2-trifluoroacetate FC(C(=O)O)(F)F.CC1(CN(CCN1)C1=C2C(=NC=C1)N(CC2)C(=O)NC=2C=NC=1N(C2)C=C(N1)C)C